6-(Cyclopropanecarboxamido)-4-((4-methoxy-3-(methoxymethyl)pyrazolo[1,5-a]pyridin-5-yl)amino)-N-(methyl-d3)nicotinamide C1(CC1)C(=O)NC1=NC=C(C(=O)NC([2H])([2H])[2H])C(=C1)NC1=C(C=2N(C=C1)N=CC2COC)OC